tert-butyl (S)-2-(5-(ethoxycarbonyl)-4-(4-((4-phenylpyridin-2-yl)carbamoyl)phenyl)-1H-imidazol-2-yl)piperidine-1-carboxylate C(C)OC(=O)C1=C(N=C(N1)[C@H]1N(CCCC1)C(=O)OC(C)(C)C)C1=CC=C(C=C1)C(NC1=NC=CC(=C1)C1=CC=CC=C1)=O